C1N(CCC2=CC=CC=C12)[C@@H]1[C@H](CN(CC1)C(=O)C=1N=C2N(C=C(C=N2)C2C(C2)C)C1)O ((3S,4S)-4-(3,4-dihydroisoquinolin-2(1H)-yl)-3-hydroxypiperidin-1-yl)(6-(2-methylcyclopropyl)imidazo[1,2-a]pyrimidin-2-yl)methanone